tert-butyl 2-(chlorosulfonyl)-1H-indole-1-carboxylate ClS(=O)(=O)C=1N(C2=CC=CC=C2C1)C(=O)OC(C)(C)C